N(=NC(C#N)(C(C)(C)C)C)C(C#N)(C(C)(C)C)C 2,2'-azobis(2,3,3-trimethylbutyronitrile)